ClC1=NC(=C(C=N1)[N+](=O)[O-])C 2-chloro-6-methyl-5-nitropyrimidine